CC=1N=C2C(=NC1C)C(=NC(=C2)N2C[C@@H](OCC2)C2=CC(=NC=C2)C)[C@@H]2C[C@H](C2)C(F)(F)F 2,3-dimethyl-7-((2S)-2-(2-methyl-4-pyridinyl)-4-morpholinyl)-5-(trans-3-(trifluoromethyl)cyclobutyl)pyrido[3,4-b]pyrazine